tert-Butyl 4-(2-fluoro-5-hydroxy-phenyl)-3,6-dihydro-2H-pyridine-1-carboxylate FC1=C(C=C(C=C1)O)C=1CCN(CC1)C(=O)OC(C)(C)C